FC(C1=CC=C(C=C1)C#C[C@@H]1CN(CC1)C(C=C)=O)(F)F |o1:10| (R*)-1-(3-((4-(trifluoromethyl)phenyl)ethynyl)pyrrolidin-1-yl)prop-2-en-1-one